C(C=C)C=1C=C(C(=C(C#N)C1)C(C)O)C1=CC2=C(NC(=N2)C)C=C1 5-allyl-2-(1-hydroxyethyl)-3-(2-Methyl-1H-benzimidazol-5-yl)benzonitrile